CC(CC1=CC=C(C=C1)SOC)(C)N1CCOCC1 2-methyl-1-[4-(methoxythio)phenyl]-2-morpholinopropane